2,2,2-Trifluoro-1-(4-methoxy-3-nitropyrazolo[1,5-a]pyridin-5-yl)ethanone FC(C(=O)C1=C(C=2N(C=C1)N=CC2[N+](=O)[O-])OC)(F)F